OC1=CC=C(C=C1)C(=C(C1=CC=CC=C1)C1=CC=C(C=O)C=C1)C1=CC=C(C=C1)O 4-(2,2-bis(4-hydroxyphenyl)-1-phenylvinyl)benzaldehyde